BrC=1C=CC2=C(NC(CC(=C2O)C(=O)OC)=O)C1 Methyl 8-bromo-5-hydroxy-2-oxo-2,3-dihydro-1H-benzo[b]azepine-4-carboxylate